5-(7-amino-1-fluoro-3-hydroxy-7-propyl-5,6,7,8-tetrahydronaphthalen-2-yl)-1λ6,2,5-thiadiazolidine-1,1,3-trione NC1(CCC=2C=C(C(=C(C2C1)F)N1CC(NS1(=O)=O)=O)O)CCC